N1=C(C=CC=C1)[C@]1(COCC1)C(=O)N1CC2=NN(C=C2C1)S(=O)(=O)C1=CC2=C(N=CS2)C=C1 6-({5-[(3R)-3-(pyridin-2-yl)oxolane-3-carbonyl]-2H,4H,5H,6H-pyrrolo[3,4-c]pyrazol-2-yl}sulfonyl)-1,3-benzothiazole